2-fluoro-4-(morpholinosulfonyl)phenylboronic acid FC1=C(C=CC(=C1)S(=O)(=O)N1CCOCC1)B(O)O